FC1=C(C=C(C(=C1)CN=C=S)F)F 1,2,4-trifluoro-5-(isothiocyanatomethyl)benzene